P(=O)(O)([O-])[O-].[Na+].[Na+].P(=O)(O)(O)[O-].[Na+] sodium dihydrogen phosphate disodium hydrogen phosphate